FC(S(=O)(=O)OC1=CCC(C(C1)(C)C)COCC1=CC=CC=C1)(F)F [4-(benzyloxymethyl)-5,5-dimethyl-cyclohexen-1-yl] trifluoromethanesulfonate